C(C1=CC=CC=C1)[C@H]1N(C(OC1)=O)C([C@@H]([C@H](O)C1=CC(=C(C(=C1)OC)C)OC)OC1CC2=CC=CC=C2C1)=O (4R)-4-benzyl-3-[(2R,3R)-3-(3,5-dimethoxy-4-methyl-phenyl)-3-hydroxy-2-indan-2-yloxy-propanoyl]oxazolidin-2-one